C(C1=CC=CC=C1)OC1CCC(CC1)N1C(N(C=2C=NC(=CC21)Cl)C)=O 1-(4-(Benzyloxy)cyclohexyl)-6-chloro-3-methyl-1,3-dihydro-2H-imidazo[4,5-c]pyridin-2-one